tert-butyl (trans-2R*,3R*)-2-(((2-((S)-benzamido(cyclohexyl)methyl)imidazo[1,2-b]pyridazin-7-yl)methyl)carbamoyl)-3-(trifluoromethyl)piperidine-1-carboxylate C(C1=CC=CC=C1)(=O)N[C@H](C=1N=C2N(N=CC(=C2)CNC(=O)[C@@H]2N(CCC[C@H]2C(F)(F)F)C(=O)OC(C)(C)C)C1)C1CCCCC1 |o1:22,27|